C(C)(C)(C)OC(=O)N1[C@@H](COCC1)C=1C=C(C=C2CCN(CC12)C(=O)N1CCC(CC1)O[Si](C1=CC=CC=C1)(C1=CC=CC=C1)C(C)(C)C)Cl (R)-3-(2-(4-((tert-butyldiphenylsilyl)oxy)piperidine-1-carbonyl)-6-Chloro-1,2,3,4-tetrahydroisoquinolin-8-yl)morpholine-4-carboxylic acid tert-butyl ester